1-chloro-2-(2-(2-methoxyethoxy)ethoxy)ethane tert-butyl-4-[4-(6-hydroxy-4-oxoquinazolin-3-yl)phenyl]piperidine-1-carboxylate C(C)(C)(C)OC(=O)N1CCC(CC1)C1=CC=C(C=C1)N1C=NC2=CC=C(C=C2C1=O)O.ClCCOCCOCCOC